2-(6-((2S,5R)-4-(1-(2-(tert-butyl)pyridin-4-yl)ethyl)-2,5-dimethylpiperazin-1-yl)-9-ethyl-3-methyl-2-oxo-3,9-dihydro-2H-purin-8-yl)acetonitrile C(C)(C)(C)C1=NC=CC(=C1)C(C)N1C[C@@H](N(C[C@H]1C)C=1C=2N=C(N(C2N(C(N1)=O)C)CC)CC#N)C